N(=[N+]=[N-])C[C@H]1N(CCC1)C1=NC(=NC=C1)N[C@H](C)C1=CC=CC=C1 4-((S)-2-(azidomethyl)pyrrolidin-1-yl)-N-((R)-1-phenylethyl)pyrimidin-2-amine